8,11,14,17,20,23-hexacosahexaenoic acid C(CCCCCCC=CCC=CCC=CCC=CCC=CCC=CCC)(=O)O